OC[C@H](C1=CC=CC=C1)NC1=CC(=NC=C1C1=NC(=NO1)N1CCOCC1)NC=1N=CC2=C(N1)C(N(C2=O)CCC)(C)C (S)-2-((4-((2-hydroxy-1-phenylethyl)amino)-5-(3-morpholino-1,2,4-oxadiazol-5-yl)pyridin-2-yl)amino)-7,7-dimethyl-6-propyl-6,7-dihydro-5H-pyrrolo[3,4-d]pyrimidin-5-one